C(C)(C)OC1=C(C(=CC=C1)OC(C)C)N1N=CC=C1 1-(2,6-diisopropyloxyphenyl)-pyrazole